(S)-N-(3-(2-((1,5-dimethyl-1H-pyrazol-3-yl)amino)-5-methylpyrimidin-4-yl)-1H-indol-7-yl)-2-methyl-2-(3-(pyridin-4-yloxy)pyrrolidin-1-yl)propanamide CN1N=C(C=C1C)NC1=NC=C(C(=N1)C1=CNC2=C(C=CC=C12)NC(C(C)(N1C[C@H](CC1)OC1=CC=NC=C1)C)=O)C